CC(CCCCCCCCCCCCCCCCCCCC)C(=O)C(C)CCCCCCCCCCCCCCCCCCCC 2-docosyl ketone